Methyl 6-chloro-8-morpholinoimidazo[1,2-b]pyridazine-2-carboxylate ClC=1C=C(C=2N(N1)C=C(N2)C(=O)OC)N2CCOCC2